C(C)C=1C=NC=CC1C(=O)NC=1C=C2CCNC(C2=CC1)=O 3-ethyl-N-(1-oxo-3,4-dihydro-2H-isoquinolin-6-yl)pyridine-4-carboxamide